N-[5-(2-Chloro-6-methyl-4-pyridyl)-4-(3-cyanophenyl)thiazol-2-yl]piperazin-1-carboxamid ClC1=NC(=CC(=C1)C1=C(N=C(S1)NC(=O)N1CCNCC1)C1=CC(=CC=C1)C#N)C